FC1=C(C=CC(=C1)C=1C=NNC1)N1CCN(CC1)C(=O)N1CCCC1 (4-(2-fluoro-4-(1H-pyrazol-4-yl)phenyl)piperazin-1-yl)(pyrrolidin-1-yl)methanone